tert-butyl (3-(3-(6-(morpholinomethyl)-1H-benzo[d]imidazol-2-yl)-1H-indazole-5-carboxamido)propyl)carbamate O1CCN(CC1)CC=1C=CC2=C(NC(=N2)C2=NNC3=CC=C(C=C23)C(=O)NCCCNC(OC(C)(C)C)=O)C1